((2-allyl-4-fluorophenyl)amino)-5-chloronicotinic acid C(C=C)C1=C(C=CC(=C1)F)NC1=C(C(=O)O)C=C(C=N1)Cl